bis(4-(hexyloxy)phenyl)amine C(CCCCC)OC1=CC=C(C=C1)NC1=CC=C(C=C1)OCCCCCC